N-(2-aminophenyl)-4-(3-(4-(((2-(4-methoxyphenyl)cyclopropyl)amino)methyl)piperidin-1-yl)propyl)benzamide TFA salt OC(=O)C(F)(F)F.NC1=C(C=CC=C1)NC(C1=CC=C(C=C1)CCCN1CCC(CC1)CNC1C(C1)C1=CC=C(C=C1)OC)=O